OOOOCCCCCCCC(CCCNCCCC)O 12-tetraoxa-16-azaeicosan-ol